6-(4-chlorophenyl)-2-(3-fluorophenyl)-N-[(2RS)-3-hydroxy-2-methylpropyl]-3-oxo-2,3-dihydropyridazine-4-carboxamide ClC1=CC=C(C=C1)C=1C=C(C(N(N1)C1=CC(=CC=C1)F)=O)C(=O)NC[C@H](CO)C |r|